(2,2,2-trifluoroethyl)urea FC(CNC(=O)N)(F)F